C(C)OC=1C=C(C=2N(C1)N=CC2C#N)C=2C=NC(=CC2)N2C[C@]1(CC2)CN(CCC1)C (R)-6-ethoxy-4-(6-(7-methyl-2,7-diazaspiro[4.5]dec-2-yl)pyridin-3-yl)pyrazolo[1,5-a]pyridine-3-carbonitrile